6-((3-Chloropyridin-4-yl)amino)-1-(3-hydroxy-3-methylbutyl)-3-methyl-1,3-dihydro-2H-imidazo[4,5-c]pyridin-2-one ClC=1C=NC=CC1NC1=CC2=C(C=N1)N(C(N2CCC(C)(C)O)=O)C